COC(C(C[C@@H](C)[C@H]1CC[C@H]2[C@@H]3C(C[C@@H]4CCCC[C@]4(C)[C@H]3CC[C@]12C)=O)O)=O hydroxy-7-oxo-5β-cholane-24-oic acid methyl ester